CN1N=C(C=CC1=O)NC(OCCCC)=O butyl (1-methyl-6-oxo-1,6-dihydropyridazin-3-yl)carbamate